2-bromo-3,3-dimethyl-1-(pyridin-2-yl)butan-1-one methyl-2-[1-(2-fluoro-4-nitro-phenyl)-4-hydroxy-4-piperidyl]acetate COC(CC1(CCN(CC1)C1=C(C=C(C=C1)[N+](=O)[O-])F)O)=O.BrC(C(=O)C1=NC=CC=C1)C(C)(C)C